benzothienocarbazole C1=CC=CC2=C1C1=C(C=CC=3C=4C=CC=CC4NC13)S2